1-(4-((R*)-1-(4-methylthiazol-5-yl)ethyl)phenyl)-3-((S)-tetrahydrofuran-3-yl)urea CC=1N=CSC1[C@H](C)C1=CC=C(C=C1)NC(=O)N[C@@H]1COCC1 |o1:6|